6-bromo-2-hydroxy-8-(trifluoromethyl)-1,2-benzoxaborinine BrC=1C=C(C2=C(C=CB(O2)O)C1)C(F)(F)F